1-[({1-[5-(difluoromethyl)(1,3,4-thiadiazol-2-yl)]-4-[4-(4-methyl(3-pyridyl))piperazinyl]-1H-indazol-6-yl}sulfonyl)amino]cyclopropanecarbonitrile FC(C1=NN=C(S1)N1N=CC2=C(C=C(C=C12)S(=O)(=O)NC1(CC1)C#N)N1CCN(CC1)C=1C=NC=CC1C)F